5-(3-(4-fluorobenzylamino)-1-(6-methylpyridin-2-yl)-1H-pyrazol-5-yl)pyrazolo[1,5-a]pyridine-3-carboxamide FC1=CC=C(CNC2=NN(C(=C2)C2=CC=3N(C=C2)N=CC3C(=O)N)C3=NC(=CC=C3)C)C=C1